N1=C(C=C2N1C=CC=C2)[C@H]2N(CCC1=C2N=CN1)C(=O)C1=CN=CS1 (S)-(4-(pyrazolo[1,5-a]pyridin-2-yl)-6,7-dihydro-1H-imidazo[4,5-c]pyridin-5(4H)-yl)(thiazol-5-yl)methanone